5-chloro-2-(pyrrolidin-1-yl)pyridin-4-amine ClC=1C(=CC(=NC1)N1CCCC1)N